C(N)(=O)C1=NN(C=C1NC(=O)C=1C=NN2C1N=CC=C2)C2CCN(CC2)C(=O)OC(C)(C)C tert-butyl 4-{3-carbamoyl-4-[(pyrazolo[1,5-a]pyrimidin-3-ylcarbonyl)amino]-1H-pyrazol-1-yl}piperidine-1-carboxylate